(S)-(4-(5-(7,8-dimethyl-[1,2,4]triazolo[1,5-a]pyridin-6-yl)-6-isopropyl-4H-pyrrolo[3,2-d]thiazol-2-yl)-3-methylpiperazin-1-yl)(1,1-dioxidotetrahydro-2H-thiopyran-4-yl)methanone CC1=C(C=2N(C=C1C1=C(C=3N=C(SC3N1)N1[C@H](CN(CC1)C(=O)C1CCS(CC1)(=O)=O)C)C(C)C)N=CN2)C